CN(/C=C/C(=O)C1(CC1)C)C (E)-3-(dimethylamino)-1-(1-methylcyclopropyl)prop-2-en-1-one